FC(C(C(C(C(F)(F)OC(C=C)=O)(F)F)(F)F)(F)F)CC(F)(F)F Dodecafluoroheptylacrylate